(S)-2-(4-cyanopyridin-2-yl)isothiazolidine-3-carboxylic acid methyl ester 1,1-dioxide COC(=O)[C@H]1N(S(CC1)(=O)=O)C1=NC=CC(=C1)C#N